C[Si](C)(C)C[N-]C trimethylsilyldimethylamide